N-benzyl-2-(2-(2-ethoxyethoxy)ethoxy)ethan-1-amine C(C1=CC=CC=C1)NCCOCCOCCOCC